3-(1H-benzo[d]imidazole-5-yl)-4-(4-(2,2-difluoropropoxy)-2-fluorophenyl)oxazolidin-2-one N1C=NC2=C1C=CC(=C2)N2C(OCC2C2=C(C=C(C=C2)OCC(C)(F)F)F)=O